[K+].ClC1=C(C(=O)[O-])C=CC=N1 2-chloronicotinic acid potassium salt